(R)-7-Cyclopropaneoxy-N-(1-(3-(difluoromethyl)-2-fluorophenyl)ethyl)-2-methyl-6-(1,4-dioxaspiro[4.5]dec-7-en-8-yl)pyrido[2,3-d]pyrimidin-4-amine C1(CC1)OC=1C(=CC2=C(N=C(N=C2N[C@H](C)C2=C(C(=CC=C2)C(F)F)F)C)N1)C1=CCC2(OCCO2)CC1